CCCCCCCCCCCCCCCC(=O)N[C@@H](CO)[C@@H]([C@@H](CCCCCCCCCCCCCC)O)O The molecule is a phytoceramide compound having a hexadecanoyl group attached to the nitrogen atom. It is a N-acylphytosphingosine and a N-palmitoyl-sphingoid base.